CC(C)(C)NC(=O)OCCCCCCCC(NCC1=CC=C(C=C1)COC1=CC2=C(C[C@H](NC([C@@H](N2C)C(C)C)=O)CO)C=C1)=O 7-{[(p-{[(2S,5S)-5-(hydroxymethyl)-2-isopropyl-1-methyl-3-oxo-1,2,3,4,5,6-hexahydro-1,4-benzodiazocin-9-yloxy]methyl}phenyl)methyl]carbamoyl}heptyl 2-methyl-2-propanecarbamate